FC=1C(NC=CC1C1=C(C=CC(=C1)Cl)N1N=NC(=C1)Cl)=O 3-fluoro-4-(5-chloro-2-(4-chloro-1H-1,2,3-triazol-1-yl)phenyl)pyridin-2(1H)-one